2-((2S)-4-(2'-(3-(dimethylamino)azetidin-1-yl)-6'-oxo-3,4,5',8'-tetrahydro-2H,6'H-spiro[naphthalene-1,7'-pyrido[3,2-d]pyrimidin]-4'-yl)-1-methacryloylpiperazin-2-yl)acetonitrile CN(C1CN(C1)C=1N=C(C2=C(N1)CC1(C(N2)=O)CCCC2=CC=CC=C21)N2C[C@@H](N(CC2)C(C(=C)C)=O)CC#N)C